1-phenyl-3-(4-isopropylstyryl)-5-(4-isopropylstyryl)-pyrazoline C1(=CC=CC=C1)N1NC(=CC1C=CC1=CC=C(C=C1)C(C)C)C=CC1=CC=C(C=C1)C(C)C